6-cyclopropylpyrazolo[1,5-a]pyridine C1(CC1)C=1C=CC=2N(C1)N=CC2